N(=[N+]=[N-])C=1C(=C(C=CC1)[C@H]([C@@H]1N(C2(CC1C2)C)C(=O)OC(C)(C)C)O)F tert-Butyl (R)-3-((R)-(3-azido-2-fluorophenyl)(hydroxy)methyl)-1-methyl-2-azabicyclo[2.1.1]hexane-2-carboxylate